tert-butyl (5-(2-(5-chloropyridin-2-yl)ethyl)thiazolo[5,4-b]pyridin-2-yl)carbamate ClC=1C=CC(=NC1)CCC1=CC=C2C(=N1)SC(=N2)NC(OC(C)(C)C)=O